2-(4-(4-(aminomethyl)-1-oxo-1,2-dihydrophthalazin-6-yl)-1-methyl-1H-pyrazol-5-yl)-4-chloro-6-cyclopropoxy-3-fluorobenzonitrile glutamate N[C@@H](CCC(=O)O)C(=O)O.NCC1=NNC(C2=CC=C(C=C12)C=1C=NN(C1C1=C(C#N)C(=CC(=C1F)Cl)OC1CC1)C)=O